C[C@]1(C[C@]2(CN(C(O2)=O)C2=CC(=NO2)C(=C)C)CCC1)CN1C=NC2=C1C=C(C=C2)C#N 1-(((5s,7s)-7-methyl-2-oxo-3-(3-(prop-1-en-2-yl)isoxazol-5-yl)-1-oxa-3-azaspiro[4.5]decan-7-yl)methyl)-1H-benzo[d]imidazole-6-carbonitrile